C1(=CC=CC=C1)C1=C(C(=NN=N1)C1=C(C=CC=C1)C1=C(C=CC=2[Se]C3=C(C21)C=CC=C3)C3=C(C(=CC=2C1=CC=CC=C1CC32)C)C)C3=C(C=CC=C3)C3=CC=CC=C3 [phenyl(biphenylyl)triazinyl][(dimethylfluorenyl)dibenzoselenophenyl]benzene